3,7-dimethyl-3-octen-1,2,6,7-tetrol CC(C(CO)O)=CCC(C(C)(O)C)O